P(O)(O)OC1=CC(OP(O)O)=C(C=C1C1=CC=CC=C1)C1=CC=CC=C1 diphenyl-resorcinol bisphosphite